(2,4-dichlorothieno[2,3-d]pyrimidin-6-yl)methanol ClC=1N=C(C2=C(N1)SC(=C2)CO)Cl